ClC=1C(=C(C(=O)O)C(=C(C1OC(C1=C(C=C(C=C1C)OCOC)OC)=O)C)O)C 3-chloro-6-hydroxy-4-((2-methoxy-4-(methoxymethoxy)-6-methyl-benzoyl)oxy)-2,5-dimethylbenzoic acid